OC=1C=CC2=C(OC3=C2C=CC=C3)C1 3-hydroxyldibenzofuran